(6aR,7R,8aS,9aS,9bR)-4-(2-fluorophenyl)-2-(isoquinolin-4-yl)-7,9b-dimethyl-8-oxo-6,6a,7,8,9a,9b-hexahydro-oxirano[2',3':3,4]benzo[1,2-H]quinazoline FC1=C(C=CC=C1)C1=NC(=NC=2[C@]3([C@H](CCC12)[C@H](C([C@@H]1[C@H]3O1)=O)C)C)C1=CN=CC3=CC=CC=C13